5-amino-3-(2-(4-(2,4-difluoro-5-(((1r,4r)-1-oxidotetrahydro-2H-thiopyran-4-yl)oxy)phenyl)piperazin-1-yl)ethyl)-8-(furan-2-yl)thiazolo[5,4-e][1,2,4]triazolo[1,5-c]pyrimidin NC1=NC2=C(C=3N1N=C(N3)C=3OC=CC3)SCN2CCN2CCN(CC2)C2=C(C=C(C(=C2)OC2CCS(CC2)=O)F)F